diethoxy-anthracene C(C)OC=1C2=CC=CC=C2C(=C2C=CC=CC12)OCC